tert-butyl ((1r,4r)-4-(6-((4,6-dimethoxypyrimidin-2-yl)amino)-1-(naphthalen-1-ylmethyl)-1H-indole-2-carboxamido)cyclohexyl)carbamate COC1=NC(=NC(=C1)OC)NC1=CC=C2C=C(N(C2=C1)CC1=CC=CC2=CC=CC=C12)C(=O)NC1CCC(CC1)NC(OC(C)(C)C)=O